NC1=CC=2C(=C3C(=NC2C=C1F)C1=CC2=C(C(N1C3)=O)COC([C@]2(O)CC)=O)CNS(=O)(=O)CCO (S)-N-((9-amino-4-ethyl-8-fluoro-4-hydroxy-3,14-dioxo-3,4,12,14-tetrahydro-1H-pyrano[3',4':6,7]indolizino-[1,2-b]quinolin-11-yl)methyl)-2-hydroxyethane-1-sulfonamide